CC(C(=O)OC1=C(C(=CC(=C1)B1OC(C(O1)(C)C)(C)C)OC(C(C)(C)C)=O)[C@H]1[C@@H](C[C@@H](C(=C1)C)OC(C1=CC=CC=C1)=O)C(=C)C)(C)C (1'R,2'R,4'S)-4'-(benzoyloxy)-5'-methyl-2'-(prop-1-en-2-yl)-4-(4,4,5,5-tetramethyl-1,3,2-dioxaborolan-2-yl)-1',2',3',4'-tetrahydro-[1,1'-biphenyl]-2,6-diyl bis(2,2-dimethylpropanoate)